ClC1=C(C(C2=CC=CC=C2C1OC1=CC=CC=C1)OC1=CC=CC=C1)NCC1=C(C(=O)NO)C=CC=C1 (((3-chloro-1,4-diphenoxy-1,4-dihydronaphthalen-2-yl)amino)methyl)-N-hydroxybenzamide